1-[5-(2-methylallyloxymethyl) tetrazol-1-yl]Ethyl carbonate C(OC(C)N1N=NN=C1COCC(=C)C)([O-])=O